BrC1=CC(=C(\C=C(\C(=O)OCC)/CC(=O)OC(C)(C)C)C=C1)OC 4-(tert-butyl) 1-ethyl (E)-2-(4-bromo-2-methoxybenzylidene)succinate